FC=1C=C(C=CC1)[C@H]1[C@@H](CN(C1)CCOC)NC(=O)NC1=CC(=NN1C)C1=CC=C(C=C1)F ((3S,4R)-4-(3-fluorophenyl)-1-(2-methoxyethyl)pyrrolidin-3-yl)-3-(3-(4-fluorophenyl)-1-methyl-1H-pyrazol-5-yl)urea